4-amino-8-(2,5-dimethylthiazol-4-yl)-7-fluoro-N-propylisoquinoline-3-carboxamide NC1=C(N=CC2=C(C(=CC=C12)F)C=1N=C(SC1C)C)C(=O)NCCC